ClC=1N=C(C2=C(N1)C=NN2C2OCCCC2)OCC2=CC=C(C=C2)C=2N(C=C(N2)C(F)(F)F)C 5-chloro-7-((4-(1-methyl-4-(trifluoromethyl)-1H-imidazol-2-yl)benzyl)oxy)-1-(tetrahydro-2H-pyran-2-yl)-1H-pyrazolo[4,3-d]pyrimidine